BrC=1C=C(C2=C(NC(=N2)C2CC(C2)(O)C)C1)Cl (cis)-3-(6-bromo-4-chloro-1H-benzo[d]imidazol-2-yl)-1-methylcyclobutan-1-ol